C(C)(=O)N1CCN(CC1)C=1C=CC=2N(C1)C(=CN2)C(=O)NC2=C(C(=CC(=C2)C2=NOC(=N2)[C@H]2[C@@H](C2)F)F)C 6-(4-acetylpiperazin-1-yl)-N-(3-fluoro-5-(5-((1S,2R)-2-fluorocyclopropyl)-1,2,4-oxadiazol-3-yl)-2-methylphenyl)imidazo[1,2-a]pyridine-3-carboxamide